OCCC[N+](CCCCN1C=2C=CC(=CC2N(C2=CC=C(C=C12)C(C)(C)C)CCCC[N+](C)(C)CCCO)C(C)(C)C)(C)C 5,10-bis[4-(3-hydroxypropyl-dimethylammonio)butyl]2,7-di(tert-butyl)-5,10-dihydrophenazine